C1(CC1)[C@]1(C(N(C[C@H]1C)C=1C=2N(N=CC1)C=C(C2)C=2SC1=C(C=NC=C1)N2)=O)C#N (3R,4S)-3-cyclopropyl-4-methyl-2-oxo-1-[6-([1,3]thiazolo[4,5-c]pyridin-2-yl)pyrrolo[1,2-b]pyridazin-4-yl]pyrrolidine-3-carbonitrile